FC12CC(C1)(C2)COC(=S)SC ((3-fluorobicyclo(1.1.1)pentan-1-yl)methoxy)(methylsulfanyl)methanethione